1-(3-Hydroxy-3-trifluoromethyl-cyclobutyl)-3-(3-trifluoromethyl-benzyl)-urea OC1(CC(C1)NC(=O)NCC1=CC(=CC=C1)C(F)(F)F)C(F)(F)F